C1(=CC=CC=C1)C1=NN(C(=C1CC)O)C1=NC=CC=C1 3-phenyl-4-ethyl-1-(pyridin-2-yl)-1H-pyrazol-5-ol